C(C)(C)(C)OC(CCC1(NC(NC1=O)=O)C=1N(C=CN1)CC)=O 3-(4-(1-Ethyl-1H-imidazol-2-yl)-2,5-dioxo-imidazolidin-4-yl)propionic acid tert-butyl ester